FC1=C(C=C(C(=O)NC23CC(C2)(C3)[C@@H](C(=O)NC3=CC=C(C=C3)F)C)C=C1)OC 4-fluoro-N-[3-[(1S)-2-(4-fluoroanilino)-1-methyl-2-oxo-ethyl]-1-bicyclo[1.1.1]pentanyl]-3-methoxy-benzamide